1-(4-(7-(3-chloro-2-fluoro-5-hydroxyphenyl)-2-(3-morpholinopropoxy)-5,6,7,8-tetrahydropyrido[3,4-d]pyrimidin-4-yl)piperazin-1-yl)prop-2-en-1-one ClC=1C(=C(C=C(C1)O)N1CC=2N=C(N=C(C2CC1)N1CCN(CC1)C(C=C)=O)OCCCN1CCOCC1)F